NC(C(=O)NC)CC1=CC(=CC=C1)Br 2-amino-3-(3-bromophenyl)-N-methylpropionamide